1-(anthracen-9-yl)-3-dodecyl-2H-imidazol-3-ium bromide [Br-].C1=CC=CC2=CC3=CC=CC=C3C(=C12)N1C[NH+](C=C1)CCCCCCCCCCCC